(R)-4-(4-(4-cyclopropylpiperazin-1-yl)-[1,4'-bipiperidin]-1'-yl)-6-(methylsulfinyl)-3-((4-(octadecyloxy)phenyl)sulfonyl)quinoline C1(CC1)N1CCN(CC1)C1CCN(CC1)C1CCN(CC1)C1=C(C=NC2=CC=C(C=C12)[S@](=O)C)S(=O)(=O)C1=CC=C(C=C1)OCCCCCCCCCCCCCCCCCC